(E)-1-(2-cyano-4,4-dimethylpent-2-enoyl)-5-phenylpiperidine-3-carboxylic acid C(#N)/C(/C(=O)N1CC(CC(C1)C1=CC=CC=C1)C(=O)O)=C\C(C)(C)C